3-chloropyridine-2,4-diol ClC=1C(=NC=CC1O)O